NC1=C2NC(N(C2=NC(=N1)OCCCC)CC1=CC=C(CN2CCC(CC2)CCNC([C@H](CCCCNC(CON)=O)NC(CCCCCCC)=O)=O)C=C1)=O (S)-N-(1-((2-(1-(4-((6-amino-2-butoxy-8-oxo-7,8-dihydro-9H-purin-9-yl)methyl)benzyl)piperidin-4-yl)ethyl)amino)-6-(2-(aminooxy)acetamido)-1-oxohexan-2-yl)octanamide